COC1CC(C1)OC=1C=CN=C2C(=CC(=NC12)C=1C=C2CN(C(C2=CC1)=O)[C@H]1C(NC(CC1)=O)=O)CN1CCCC1 |o1:27| rel-3-(5-(8-((1r,3r)-3-methoxycyclobutoxy)-4-(pyrrolidin-1-ylmethyl)-1,5-naphthyridin-2-yl)-1-oxoisoindolin-2-yl)piperidine-2,6-dione